[Na+].C(CCCCCCC(=O)[O-])(=O)[O-].[Na+] suberic acid sodium salt